C(C)(=O)C=1C=C(C=C2C(N(C(=NC12)N1CC2C(C2C1)(F)F)C)=O)C 8-acetyl-2-(6,6-difluoro-3-azabicyclo[3.1.0]hexan-3-yl)-3,6-dimethyl-quinazolin-4-one